(diphenyldibenzoselenophenyl)(diphenyltriazinyl)biphenyl C1(=CC=CC=C1)C=1C(=C(C2=C([Se]C3=C2C=CC=C3)C1)C=1C(=C(C=CC1)C1=CC=CC=C1)C1=NN=NC(=C1C1=CC=CC=C1)C1=CC=CC=C1)C1=CC=CC=C1